5-Chloro-4-(1-methyl-6-nitro-indol-3-yl)-N-(1-methylpyrazol-4-yl)pyrimidin-2-amine ClC=1C(=NC(=NC1)NC=1C=NN(C1)C)C1=CN(C2=CC(=CC=C12)[N+](=O)[O-])C